tert-butyl (1R,3R)-3-aminocyclobutane-1-carboxylate hydrochloride Cl.NC1CC(C1)C(=O)OC(C)(C)C